C(CCCCCCC)N1SC=CC1=O octyl-4-isothiazolin-3-One